N-(2-(4-cyano-2-methylphenyl)-1H-pyrrolo[2,3-b]pyridin-5-yl)-3,4-dimethyl-1H-pyrazole-5-carboxamide C(#N)C1=CC(=C(C=C1)C1=CC=2C(=NC=C(C2)NC(=O)C2=C(C(=NN2)C)C)N1)C